methyl-3-(1-phenylethoxy)-1-((2-(trimethylsilyl)ethoxy)methyl)-1H-pyrrole-2-carboxamide CC=1C(=C(N(C1)COCC[Si](C)(C)C)C(=O)N)OC(C)C1=CC=CC=C1